C1(=CC=CC=C1)C(=C1CCN(CC1)CCCN1CC=2N(C3=CC=CC=C13)C(=NN2)C=2SC=CC2)C2=CC=CC=C2 5-[3-[4-(diphenylmethylene)-1-piperidinyl]propyl]-4,5-dihydro-1-(2-thienyl)-[1,2,4]triazolo[4,3-a]quinoxaline